OC[C@@](C)([2H])NC(OC(C)(C)C)=O tert-butyl N-[(2S)-1-hydroxy(2-2H)propan-2-yl]carbamate